(4,4-difluoro-1-piperidinyl)(3-(2-methyl-2H-pyrazolo[3,4-b]pyridin-5-yl)pyrido[3,4-b]pyrazin-7-yl)methanone FC1(CCN(CC1)C(=O)C1=CC=2C(=NC(=CN2)C2=CC=3C(N=C2)=NN(C3)C)C=N1)F